(3R,7S)-12-(benzyloxy)-3-(difluoromethyl)-1,11-dioxo-N-(2,4,6-trifluorobenzyl)-1,4,5,6,7,11-hexahydro-3H-2,7-methanopyrido[1,2-a][1,4]diazonine-10-carboxamide C(C1=CC=CC=C1)OC=1C(C(=CN2C1C(N1[C@H](CCC[C@H]2C1)C(F)F)=O)C(=O)NCC1=C(C=C(C=C1F)F)F)=O